C(#N)C=1C=C2C(=NC1)N(C=C2)C2=NC=C(C(=O)NC[C@H](C(C)(C)O)F)C(=C2)N[C@@H](C)C(CC(C)C)O 6-(5-cyano-1H-pyrrolo[2,3-b]pyridin-1-yl)-N-((R)-2-fluoro-3-hydroxy-3-methylbutyl)-4-(((2S)-3-hydroxy-5-methylhexan-2-yl)amino)nicotinamide